O1C=CC2=C1C=CC=C2NC(C)=O N-(1-benzofuran-4-yl)acetamide